2,5-Dimethyl-oxazole-4-carbaldehyde CC=1OC(=C(N1)C=O)C